O=S1(CCN(CC1)C1=NC(=NC(=C1OC)NC1=NNC2=CC(=CC=C12)[C@@H]1C[C@@]12C(NC1=CC=C(C=C21)OC)=O)C#N)=O 4-(1,1-dioxo-1lambda6-thiomorpholin-4-yl)-5-methoxy-6-{(6-[(1R,2S)-5'-methoxy-2'-oxo-1'H-spiro[cyclopropane-1,3'-indol]-2-yl]-1H-indazol-3-yl)amino}pyrimidine-2-carbonitrile